3-(Bromomethyl-d2)benzonitrile BrC(C=1C=C(C#N)C=CC1)([2H])[2H]